ClC1=CC=2N(C=C1)C(=CN2)C2=C1CNC(C1=C(C=C2)NC2=NC=C(C=C2)N2CCC(CC2)(CN2CCN(CC2)C)O)=O 4-(7-chloro-imidazo[1,2-a]pyridin-3-yl)-7-((5-(4-hydroxy-4-((4-methylpiperazin-1-yl)methyl)piperidin-1-yl)pyridin-2-yl)amino)isoindolin-1-one